4-[(1R)-1-amino-2-methoxyethyl]-6-(1-methylcyclopropyl)-2-{6-[(5S)-5-methyl-6,7-dihydro-5H-pyrrolo[2,1-c][1,2,4]triazol-3-yl]pyridin-2-yl}-2,3-dihydro-1H-pyrrolo[3,4-c]pyridin-1-one N[C@@H](COC)C1=NC(=CC2=C1CN(C2=O)C2=NC(=CC=C2)C=2N1C(=NN2)CC[C@@H]1C)C1(CC1)C